N1CCC(CC1)C1=CC=CC(=N1)C1=CC=NC=C1C(=O)N 6-(4-piperidinyl)pyridineNicotinamide